(8-oxa-3-azabicyclo[3.2.1]octane-3-yl)(6-(3-Methyl-1H-pyrrolo[2,3-b]pyridin-5-yl)-8-((S)-pyrrolidin-2-yl)-3,4-dihydroisoquinoline-2(1H)-yl)methanone C12CN(CC(CC1)O2)C(=O)N2CC1=C(C=C(C=C1CC2)C=2C=C1C(=NC2)NC=C1C)[C@H]1NCCC1